NC1=C(C(=NC(=N1)N1CCC(CC1)C1OCCCC1N)C(=O)N)C1=C(C(=CC=C1)Cl)Cl 6-amino-2-[4-(3-aminooxan-2-yl)piperidin-1-yl]-5-(2,3-dichlorophenyl)pyrimidine-4-carboxamide